2,3-Dihydrooxepin O1CCC=CC=C1